3-benzyl-1-(trans-4-((5-cyano-4-(1-methyl-6-oxo-1,6-dihydropyridin-3-yl)pyrimidin-2-yl)amino)cyclohexyl)-1-(5-(1-methyl-1H-pyrazol-4-yl)pyridin-2-yl)urea C(C1=CC=CC=C1)NC(N(C1=NC=C(C=C1)C=1C=NN(C1)C)[C@@H]1CC[C@H](CC1)NC1=NC=C(C(=N1)C1=CN(C(C=C1)=O)C)C#N)=O